BrC(C(=O)NC1=NC=C(C=C1)OC1=NC=C(C=C1F)F)C 2-bromo-N-(5-((3,5-difluoropyridin-2-yl)oxy)pyridin-2-yl)propanamide